NC[C@@]1([C@@H]2CCN(C[C@H]12)C1=CN=C2C(=N1)NN=C2C=2C=CC=1N(C(C=CN1)=O)C2)C2=C(C=CC=C2)F 7-(6-((1S,6R,7R)-7-(aminomethyl)-7-(2-fluorophenyl)-3-azabicyclo[4.1.0]heptan-3-yl)-1H-pyrazolo[3,4-b]pyrazin-3-yl)-4H-pyrido[1,2-a]pyrimidin-4-one